1-[1-(3,3-difluoro-cyclobutyl)cyclopropyl]-3-[[2-(2,2,2-trifluoroethoxy)pyridin-4-yl]methyl]urea FC1(CC(C1)C1(CC1)NC(=O)NCC1=CC(=NC=C1)OCC(F)(F)F)F